C(C1=CC=C(C(=O)[O-])C=C1)(=O)OCCCCCCCCCCCCCCCCCCCCCCCCCCCC octacosanyl terephthalate